OCCC=1C(=NC(=CC1)N1C=NC2=C1C=CC(=C2)NC=2C=NN(C2)C2COC2)N2N=C(C=C2C)C#N 1-[3-(hydroxyethyl)-6-[5-[[1-(oxetan-3-yl)pyrazol-4-yl]amino]benzimidazol-1-yl]-2-pyridyl]-5-methyl-pyrazole-3-carbonitrile